Cl.FC1=C(C(=CC=C1OC)N1N=C(N=C1)C(F)(F)F)CN (2-fluoro-3-methoxy-6-(3-(trifluoromethyl)-1H-1,2,4-triazol-1-yl)phenyl)methanamine hydrochloride